(4-chlorophenoxy)-α-(1,1-dimethylethyl)-1H-1,2,4-triazole-1-ethanol ClC1=CC=C(OC2=NN(C=N2)CC(O)C(C)(C)C)C=C1